C(C)(C)(C)[Si](OC1CC(N(CC1)C(=O)OC(C)(C)C)C(=O)OC)(C)C 1-(tert-butyl) 2-methyl 4-((tertbutyldimethylsilyl)oxy)piperidine-1,2-dicarboxylate